3-[2-[3-methyl-6-[(1-methylcyclopropyl)sulfamoyl]-2-oxo-benzimidazol-1-yl]thiazol-5-yl]propionic acid CN1C(N(C2=C1C=CC(=C2)S(NC2(CC2)C)(=O)=O)C=2SC(=CN2)CCC(=O)O)=O